C(CCCCC)S(=O)(=O)OC methyl hexyl-sulfonate